2-(2-isopropylphenyl)-6-methoxy-9-(4-(1-methyl-4-(trifluoromethyl)-1H-imidazol-2-yl)benzyl)-7,9-dihydro-8H-purin-8-one C(C)(C)C1=C(C=CC=C1)C1=NC(=C2NC(N(C2=N1)CC1=CC=C(C=C1)C=1N(C=C(N1)C(F)(F)F)C)=O)OC